(6-(trifluoromethyl)pyridin-2-yl)-N-(2-(trifluoromethyl)pyridin-4-yl)-1,3,5-triazin-2-amine FC(C1=CC=CC(=N1)C1=NC(=NC=N1)NC1=CC(=NC=C1)C(F)(F)F)(F)F